(3S,7S)-12-(benzyloxy)-5-hydroxy-3-methyl-1,11-dioxo-N-(2,4,6-trifluorobenzyl)-1,4,5,6,7,11-hexahydro-3H-2,7-methanopyrido[1,2-a][1,4]diazonine-10-carboxamide C(C1=CC=CC=C1)OC=1C(C(=CN2C1C(N1[C@H](CC(C[C@H]2C1)O)C)=O)C(=O)NCC1=C(C=C(C=C1F)F)F)=O